(1R,2S,5S)-N-((S)-1-Cyano-2-(4,5-dimethyl-1H-1,2,3-triazol-1-yl)ethyl)-3-((S)-3,3-dimethyl-2-(2,2,2-trifluoroacetamido)butanoyl)-6,6-dimethyl-3-azabicyclo[3.1.0]hexane-2-carboxamide C(#N)[C@H](CN1N=NC(=C1C)C)NC(=O)[C@@H]1[C@H]2C([C@H]2CN1C([C@H](C(C)(C)C)NC(C(F)(F)F)=O)=O)(C)C